4-(4-(2-(3,4-dimethoxyphenyl)-6-(4-(4-isopropylpiperazin-1-yl)phenyl)-1-methyl-1H-benzo[d]imidazol-4-yl)benzyl)morpholine COC=1C=C(C=CC1OC)C1=NC2=C(N1C)C=C(C=C2C2=CC=C(CN1CCOCC1)C=C2)C2=CC=C(C=C2)N2CCN(CC2)C(C)C